ClC=1C(=CC2=C(N(C(N=C2)=O)C=2C(=NC=CC2C)C(C)C)N1)F 7-chloro-6-fluoro-1-(2-isopropyl-4-methylpyridin-3-yl)pyrido[2,3-d]pyrimidin-2(1H)-one